C(CCC)OC(CCCCC(CN(CCCSSCCN1CCN(CC1)CCOC(CCCCN(CC(CCCCCCC(=O)OCC(CC)CC)O)CC(CCCCCCC(=O)OCC(CC)CC)O)=O)CC(CCCCC(OCCCC)=O)O)O)=O Bis(2-ethylbutyl) 9,9'-((5-(2-(4-(2-((3-(bis(7-butoxy-2-hydroxy-7-oxoheptyl)amino)-propyl)disulfaneyl)ethyl)piperazin-1-yl)ethoxy)-5-oxopentyl)azanediyl)bis(8-hydroxynonanoate)